NC1=C(C=2C(=NC=C(C2S1)F)C=1C2=C(C=3C=NC(=NC3C1F)N1[C@@H]([C@H](CC1)N1CCN(CC1)C)C)COC2)C#N 2-Amino-7-fluoro-4-(5-fluoro-3-((2R,3S)-2-methyl-3-(4-methylpiperazin-1-yl)pyrrolidin-1-yl)-7,9-dihydrofuro[3,4-f]quinazolin-6-yl)thieno[3,2-c]pyridine-3-carbonitrile